ruthenium 2,5-dihydroxyterephthalate OC1=C(C(=O)[O-])C=C(C(=C1)C(=O)[O-])O.[Ru+3].OC1=C(C(=O)[O-])C=C(C(=C1)C(=O)[O-])O.OC1=C(C(=O)[O-])C=C(C(=C1)C(=O)[O-])O.[Ru+3]